BrC1=CC(=C(C=2C=COC21)OC)COC2=C(C=CC=C2)CC(=O)OCC ethyl 2-(2-((7-bromo-4-methoxybenzofuran-5-yl)methoxy)phenyl)acetate